C=12C(=CC=C3C4=CC=CC=C4CC13)C2 methanofluorene